trans-6-hydroxy-1,4-oxaazepane-4,7-dicarboxylic acid 7-ethyl 4-(tert-butyl) ester C(C)(C)(C)OC(=O)N1CCO[C@H]([C@@H](C1)O)C(=O)OCC